BrC=1C(=C(OC2CCC(CC2)CC[C@H](C)O)C=CC1)C(F)(F)F (S)-4-((1r,4R)-4-(3-bromo-2-(trifluoromethyl)phenoxy)cyclohexyl)butan-2-ol